N-(1-(tert-butyl)-3-(3-hydroxy-1-methylcyclopentyl)-1H-pyrazol-5-yl)-2-(3-methylisoxazol-5-yl)acetamide C(C)(C)(C)N1N=C(C=C1NC(CC1=CC(=NO1)C)=O)C1(CC(CC1)O)C